OC(CCCNC(C=C)=O)CO N-(4,5-dihydroxyl-amyl)acrylamide